C1OC(CCC12CCCCC2)=O 2-oxaspiro[5.5]undecan-3-one